FC(C1=CC(=NC(=C1)C1=C(C=CC=C1)C=1C(=C(C=C(C1)C)C12CC3(CC(CC(C1)(C3)C)(C2)C)C)[O-])C2=C(C=CC=C2)C=2C(=C(C=C(C2)C)C23CC1(CC(CC(C2)(C1)C)(C3)C)C)[O-])(F)F.C[Zr+2]C Dimethylzirconium [2',2'''-(4-(trifluoromethyl)pyridine-2,6-diyl)bis(5-methyl-3-((3r,5r,7r)-3,5,7-trimethyladamantan-1-yl)-[1,1'-biphenyl]-2-olate)]